1-methoxy-2,4-diamino-benzene COC1=C(C=C(C=C1)N)N